2-(((3S)-1-(6-(2-Amino-3-cyano-7-fluorothieno[3,2-c]pyridin-4-yl)-5-fluoro-7,9-dihydrofuro[3,4-f]quinazolin-3-yl)pyrrolidin-3-yl)(methyl)amino)propanamide NC1=C(C=2C(=NC=C(C2S1)F)C=1C2=C(C=3C=NC(=NC3C1F)N1C[C@H](CC1)N(C(C(=O)N)C)C)COC2)C#N